[(9aS)-3-(4-fluoro-3-oxazol-5-yl-phenyl)-3,4,6,7,9,9a-hexahydro-1H-pyrazino[2,1-c][1,4]oxazin-8-yl]-(2-chloro-3-methoxy-phenyl)methanone FC1=C(C=C(C=C1)C1CN2[C@H](CO1)CN(CC2)C(=O)C2=C(C(=CC=C2)OC)Cl)C2=CN=CO2